4,4-dimethyl-1-iodon-pentane CC(CCCI)(C)C